COCCCOC1=CC=C(C=C1)B(O)O (4-(3-methoxypropoxy)phenyl)boronic acid